8-(difluoromethyl)-6-[8-fluoro-2-(4-piperidyl)imidazo[1,2-a]pyridin-6-yl]-2-methyl-imidazo[1,2-b]pyridazine FC(C=1C=2N(N=C(C1)C=1C=C(C=3N(C1)C=C(N3)C3CCNCC3)F)C=C(N2)C)F